5-Fluoro-3-methyl-2-(6-(((tetrahydro-2H-pyran-4-yl)amino)methyl)pyridazin-3-yl)phenol FC=1C=C(C(=C(C1)O)C=1N=NC(=CC1)CNC1CCOCC1)C